(tert-butoxycarbonyl)(N-methylpropanamide) C(C)(C)(C)OC(=O)C(C(=O)NC)C